C(#N)C=1C=C(SC1)[C@H](N[S@@](=O)C(C)(C)C)C1CC1 (S)-N-((R)-(4-cyanothiophen-2-yl)(cyclopropyl)methyl)-2-methylpropane-2-sulfinamide